N-{[(3R,4S) or (3S,4R)-4-methyl-2-[5-methyl-2-(2H-1,2,3-triazol-2-yl)benzoyl]-2-azabicyclo[3.1.1]heptan-3-yl]methyl}-5-(trifluoromethyl)pyrazin-2-amine C[C@@H]1[C@@H](N(C2CC1C2)C(C2=C(C=CC(=C2)C)N2N=CC=N2)=O)CNC2=NC=C(N=C2)C(F)(F)F |o1:1,2|